(3-(4-(8-(5-cyclopropyl-2-ethoxy-4-(methoxycarbonyl)benzyl)-3-oxo-2,8-diazaspiro[4.5]decan-2-yl)benzamido)propyl)(methyl)phosphinic acid C1(CC1)C=1C(=CC(=C(CN2CCC3(CC(N(C3)C3=CC=C(C(=O)NCCCP(O)(=O)C)C=C3)=O)CC2)C1)OCC)C(=O)OC